C(C1=CC=CC=C1)OCC(OC=1C=2N(C=C(C1)C=1N=NN(C1C)C1CCN(CC1)C(=O)OC(C)(C)C)N=CC2Cl)C2=NC=C(C=C2)F tert-Butyl 4-[4-[4-[2-benzyloxy-1-(5-fluoro-2-pyridyl)ethoxy]-3-chloro-pyrazolo[1,5-a]pyridin-6-yl]-5-methyl-triazol-1-yl]piperidine-1-carboxylate